NC=1NC(C=2SC(=C3OCCCC1C32)C=3C=NNC3)=O 7-amino-2-(1H-pyrazol-4-yl)-12-oxa-3-thia-6-azatricyclo[6.4.1.04,13]Tridec-1,4(13),7-trien-5-one